tert-butyl (S)-(1-((3-(3-amino-5-fluorophenoxy)propyl)amino)-1-oxopropan-2-yl)(methyl)carbamate NC=1C=C(OCCCNC([C@H](C)N(C(OC(C)(C)C)=O)C)=O)C=C(C1)F